3-(4-(((1s,4s)-4-(2H-1,2,4-triazol-3-yl)cyclohexyl)(2-cyclopropylethyl)amino)-1-oxoisoindolin-2-yl)piperidine-2,6-dione N=1NC(=NC1)C1CCC(CC1)N(C1=C2CN(C(C2=CC=C1)=O)C1C(NC(CC1)=O)=O)CCC1CC1